SC1=C(C=CC=C1)C(C(=O)O)CC 2-(2-sulfanylphenyl)butanoic acid